6,6-bis(heptyloxy)hexanoic acid 6-bromohexyl ester BrCCCCCCOC(CCCCC(OCCCCCCC)OCCCCCCC)=O